methyl (2S)-2-[[(2S)-4-methyl-2-[(4,4,4-trifluoro-3-hydroxy-3-phenyl-butanoyl)amino]pentanoyl]amino]-3-[(3S)-2-oxopyrrolidin-3-yl]propanoate CC(C[C@@H](C(=O)N[C@H](C(=O)OC)C[C@H]1C(NCC1)=O)NC(CC(C(F)(F)F)(C1=CC=CC=C1)O)=O)C